5-(1-(3-Bromophenyl)-3-methylcyclobutyl)-4-methyl-2,4-dihydro-3H-1,2,4-triazole-3-thione BrC=1C=C(C=CC1)C1(CC(C1)C)C=1N(C(NN1)=S)C